6-chloro-8-(trifluoromethyl)pyrido[3,2-d]Pyrimidin-4-amine ClC=1C=C(C=2N=CN=C(C2N1)N)C(F)(F)F